2-fluoro-4-(1,1,2,2-tetrafluoroethoxy)phenylurea FC1=C(C=CC(=C1)OC(C(F)F)(F)F)NC(=O)N